Phenyl-Indol tert-butyl-3-({6,7-dimethoxy-1H,2H,3H-cyclopenta[b]quinolin-9-yl}amino)azetidine-1-carboxylate C(C)(C)(C)C1N(CC1NC1=C2C(=NC=3C=C(C(=CC13)OC)OC)CCC2)C(=O)O.C2(=CC=CC=C2)C=2NC1=CC=CC=C1C2